6-amino-3H-spiro[benzofuran-2,1'-cyclopropan]-3-one NC1=CC2=C(C(C3(CC3)O2)=O)C=C1